COC(CCC(=O)C=1SC=C(N1)C1=COC2=C1C=CC=C2)=O 4-(4-(benzofuran-3-yl)thiazole-2-yl)-4-oxobutyric acid methyl ester